7-Benzyl-4-chloro-5,6,7,8-tetrahydropyrido[3,4-d]pyrimidin-2-ol C(C1=CC=CC=C1)N1CC=2N=C(N=C(C2CC1)Cl)O